L-Arabinose O=C[C@H](O)[C@@H](O)[C@@H](O)CO